tert-butyl (3aS,7aR)-6-(4-(5-methyl-7H-pyrrolo[2,3-d]pyrimidin-4-yl)-3,4-dihydro-2H-1,4-thiazine-6-carbonyl)octahydro-1H-pyrrolo[2,3-c]pyridine-1-carboxylate CC1=CNC=2N=CN=C(C21)N2CCSC(=C2)C(=O)N2C[C@H]1[C@@H](CC2)CCN1C(=O)OC(C)(C)C